N-cyclobutyl-2,6-dimethoxy-4-[5-(1-methylpyrazol-4-yl)benzimidazol-1-yl]benzamide C1(CCC1)NC(C1=C(C=C(C=C1OC)N1C=NC2=C1C=CC(=C2)C=2C=NN(C2)C)OC)=O